FC1=C(COC2=CC3=C(C(/C(/O3)=C/C3=C(C=C(C=C3)N(CC)CC)OC)=O)C=C2)C=C(C=C1)F (2Z)-6-[(2,5-difluorobenzyl)oxy]-2-[4-(diethylamino)-2-methoxybenzylidene]-1-benzofuran-3(2H)-one